5-{4-amino-5-[(3,3-difluoroazetidin-1-yl)methyl]pyrrolo[2,1-f][1,2,4]triazin-7-yl}-N-[(3R,4S)-4-fluoro-1-methanesulfonylpyrrolidin-3-yl]-2-(methoxy-d3)nicotinamide NC1=NC=NN2C1=C(C=C2C=2C=NC(=C(C(=O)N[C@@H]1CN(C[C@@H]1F)S(=O)(=O)C)C2)OC([2H])([2H])[2H])CN2CC(C2)(F)F